4-(2,6-dichlorobenzamido)-N-(1-(6-(1-(3-((2-(2,6-dioxopiperidin-3-yl)-1,3-dioxoisoindolin-4-yl)oxy)propyl)-1H-1,2,3-triazol-4-yl)hexyl)piperidin-4-yl)-1H-pyrazole-3-carboxamide ClC1=C(C(=O)NC=2C(=NNC2)C(=O)NC2CCN(CC2)CCCCCCC=2N=NN(C2)CCCOC2=C3C(N(C(C3=CC=C2)=O)C2C(NC(CC2)=O)=O)=O)C(=CC=C1)Cl